rel-(2R,3S,4S,5R)-3-(3,4-difluoro-2-methoxyphenyl)-N-(4-fluoro-3-sulfonylphenyl)-4,5-dimethyl-5-(trifluoromethyl)tetrahydrofuran-2-carboxamide FC=1C(=C(C=CC1F)[C@H]1[C@@H](O[C@]([C@H]1C)(C(F)(F)F)C)C(=O)NC=1CC(C(=CC1)F)=S(=O)=O)OC |o1:8,9,11,12|